ClC=1C=C(C#N)C=C(C1)[C@@H]([C@H](C)N1C[C@H]([C@@H](C1)COC1=CC=C(C=C1)S(=O)(=O)C)C)O 3-chloro-5-((1S,2S)-1-hydroxy-2-((3S,4S)-3-methyl-4-((4-(methylsulfonyl)phenoxy)methyl)pyrrolidin-1-yl)propyl)benzonitrile